C(C)NC1=NC(=C(C(=N1)C=1OC=CC1)C(=O)OCC)NC1(CC1)C1=CC(=CC=C1)C(F)(F)F ethyl 2-(ethylamino)-4-(2-furyl)-6-[[1-[3-(trifluoromethyl)phenyl]cyclopropyl]amino]pyrimidine-5-carboxylate